ClC1=NC=CC2=C1C(=NN2C(C2=CC=CC=C2)(C2=CC=CC=C2)C2=CC=CC=C2)C2=NC(=NC(=C2F)OC2CCC(CC2)C(F)(F)F)C 4-[4-chloro-1-(triphenylmethyl)-1H-pyrazolo[4,3-c]pyridin-3-yl]-5-fluoro-2-methyl-6-{[(1r,4r)-4-(trifluoromethyl)-cyclohexyl]oxy}pyrimidine